3-(3-{[2-(4-Bromophenyl)imidazo[1,2-a]pyridin-3-yl]methyl}-3,8-diazabicyclo[3.2.1]oct-8-yl)(6-methoxypyridin-2-yl)methanone BrC1=CC=C(C=C1)C=1N=C2N(C=CC=C2)C1CN1CC2CCC(C1)N2C=2C(=NC(=CC2)OC)C=O